6-(7-(8-ethynyl-7-fluoro-3-hydroxynaphthalen-1-yl)-8-fluoro-2-(((2R,7aS)-2-fluorohexahydro-1H-pyrrolizin-7a-yl)methoxy)pyrido[4,3-d]pyrimidin-4-yl)-6-azabicyclo[3.2.1]octan-3-ol C(#C)C=1C(=CC=C2C=C(C=C(C12)C1=C(C=2N=C(N=C(C2C=N1)N1C2CC(CC(C1)C2)O)OC[C@]21CCCN1C[C@@H](C2)F)F)O)F